elaidyl heptadecanoate C(CCCCCCCCCCCCCCCC)(=O)OCCCCCCCC\C=C\CCCCCCCC